(2-((5-bromo-2-((1,3-dimethyl-1H-indazol-6-yl)amino)pyrimidine-4-yl)amino)phenyl)dimethylphosphine BrC=1C(=NC(=NC1)NC1=CC=C2C(=NN(C2=C1)C)C)NC1=C(C=CC=C1)P(C)C